5-(3,5-difluorophenyl)pyridine-3-carboxamide FC=1C=C(C=C(C1)F)C=1C=C(C=NC1)C(=O)N